tert-butyl N-[9-[1-(2,6-dioxopiperidin-3-yl)-3-methyl-2-oxo-1,3-benzodiazol-5-yl]nonyl]carbamate O=C1NC(CCC1N1C(N(C2=C1C=CC(=C2)CCCCCCCCCNC(OC(C)(C)C)=O)C)=O)=O